2-(difluoromethoxy)-4-[1-(4-fluorophenyl)-1H-imidazol-4-yl]benzaldehyde FC(OC1=C(C=O)C=CC(=C1)C=1N=CN(C1)C1=CC=C(C=C1)F)F